COC1=C(C=CC(=C1)OCCOC)NC1=CC=NC2=CC(=CC=C12)C=1N=CSC1 N-(2-methoxy-4-(2-methoxyethoxy)phenyl)-7-(thiazol-4-yl)quinolin-4-amine